(S)-4-((((9,10-difluoro-7-oxo-2,3-dihydro-7H-[1,4]oxazino[2,3,4-ij]quinolin-6-yl)methyl)(1-(pyrazin-2-yl)piperidin-3-yl)amino)methyl)picolinonitrile FC=1C=C2C(C(=CN3C2=C(C1F)OCC3)CN([C@@H]3CN(CCC3)C3=NC=CN=C3)CC3=CC(=NC=C3)C#N)=O